6-(5-hydroxy-5-(trifluoromethyl)-4,5-dihydro-1H-pyrazol-1-yl)-N-(6-methoxy-1-methyl-1H-pyrazolo[4,3-c]pyridin-7-yl)pyridine-3-sulfonamide OC1(CC=NN1C1=CC=C(C=N1)S(=O)(=O)NC=1C2=C(C=NC1OC)C=NN2C)C(F)(F)F